ClCCCCCCCCCC 1-Chlorodecan